2-(6-acetyl-3-(methoxy-2-pyridyl)-2-(1-methylpyrazol-4-yl)propyl)-5-(2,4-difluorophenyl)isoxazole-3-carboxamide C(C)(=O)C1=CC=C(C(=N1)CC(CN1OC(=CC1C(=O)N)C1=C(C=C(C=C1)F)F)C=1C=NN(C1)C)OC